N-(7-chloro-6-(1-((3S,4S)-4-hydroxy-3-methyltetrahydrofuran-3-yl)piperidin-4-yl)isoquinolin-3-yl)-2-(pyridin-2-yl)acetamide ClC1=C(C=C2C=C(N=CC2=C1)NC(CC1=NC=CC=C1)=O)C1CCN(CC1)[C@]1(COC[C@H]1O)C